CC1C2=NC(=NN2C=2SC=3OCCOCC3C2C=N1)C(=O)NC[C@](C(F)(F)F)(C)O 7-methyl-N-[(2S)-3,3,3-trifluoro-2-hydroxy-2-methyl-propyl]-13,16-dioxa-18-thia-2,3,5,8-tetrazatetracyclo[8.8.0.02,6.011,17]octadeca-1(10),3,5,8,11(17)-pentaene-4-carboxamide